4-Amino-1-[2-(1,2-dipalmitoyl-sn-glycero-3-phospho)butyl]-2-ethoxymethyl-1H-imidazo[4,5-c]quinoline NC1=NC=2C=CC=CC2C2=C1N=C(N2CC(CC)P(OC[C@@H](COC(CCCCCCCCCCCCCCC)=O)OC(CCCCCCCCCCCCCCC)=O)(=O)O)COCC